p-(3-mercaptopropoxy)benzoic acid SCCCOC1=CC=C(C(=O)O)C=C1